CC1=C(C(=CC(=C1)C)C)SN (R)-2,4,6-trimethylbenzenesulfenamide